2-(3-chloro-4-(2-fluoro-4-hydroxy-3-isopropylphenylmethyl)-5-isopropylphenoxy)acetic acid ClC=1C=C(OCC(=O)O)C=C(C1CC1=C(C(=C(C=C1)O)C(C)C)F)C(C)C